FC=1C(NC=C(C1)CCN1C[C@@H](CC1)F)=O (R)-3-Fluoro-5-(2-(3-fluoropyrrolidin-1-yl)ethyl)pyridin-2(1H)-one